N-(6-amino-5-ethyl-3-pyridyl)-2-oxo-2-[(2R,5S)-5-methyl-2-[2-[(2R)-4-methylmorpholin-2-yl]-1,3-benzothiazol-5-yl]-1-piperidyl]acetamide NC1=C(C=C(C=N1)NC(C(N1[C@H](CC[C@@H](C1)C)C=1C=CC2=C(N=C(S2)[C@H]2CN(CCO2)C)C1)=O)=O)CC